1-(Chloromethyl)-4-(difluoromethoxy)benzene ClCC1=CC=C(C=C1)OC(F)F